((3-((methylsulfonyl)oxy)propyl)azanediyl)bis(heptane-7,1-diyl) bis(4,4-bis(((Z)-oct-5-en-1-yl)oxy)butanoate) C(CCC\C=C/CC)OC(CCC(=O)OCCCCCCCN(CCCCCCCOC(CCC(OCCCC\C=C/CC)OCCCC\C=C/CC)=O)CCCOS(=O)(=O)C)OCCCC\C=C/CC